N-[(5-chloro-2-fluorophenyl)methyl]-1-(4-{4-[2-(6-methylpyridin-3-yl)acetamido]-1H-1,2,3-triazol-1-yl}butyl)-1H-1,2,3-triazole-4-carboxamide ClC=1C=CC(=C(C1)CNC(=O)C=1N=NN(C1)CCCCN1N=NC(=C1)NC(CC=1C=NC(=CC1)C)=O)F